CN1N=CC(=C1)C1=CC2=C(N=C(S2)NC=2C=C(C(=O)N[C@@H]3CNCC3)C=CN2)C=C1 (S)-2-((6-(1-methyl-1H-pyrazol-4-yl)benzo[d]-thiazol-2-yl)amino)-N-(pyrrolidin-3-yl)isonicotinamide